FC=1C=2N(C=CC1)N=C(C2)[C@@H]2N(CCC1=C2N=CN1)C(=O)C=1OC(=NN1)C1=NC=C(C=C1)C(F)(F)F (R)-(4-(4-fluoropyrazolo[1,5-a]pyridin-2-yl)-6,7-dihydro-1H-imidazo[4,5-c]pyridin-5(4H)-yl)(5-(5-(trifluoromethyl)pyridin-2-yl)-1,3,4-oxadiazol-2-yl)methanone